4-Bromo-5-fluoro-1H-indole-7-carboxylic acid BrC1=C2C=CNC2=C(C=C1F)C(=O)O